4-((2-(((4-(Aminomethyl)pyridin-2-yl)sulfonyl)methyl)-4-(2-fluorophenyl)pyrrolidin-1-yl)sulfonyl)thiomorpholine 1,1-dioxide NCC1=CC(=NC=C1)S(=O)(=O)CC1N(CC(C1)C1=C(C=CC=C1)F)S(=O)(=O)N1CCS(CC1)(=O)=O